C(=O)(O)C=1C=C(C2=CC=CC=CC12)C1=CC(=C2C=CC=CC=C12)C(=O)O 3,3'-dicarboxy-1,1'-Biazulenyl